FC(OC1=CC=C2C(=CN(C(C2=C1)=O)C1=C2C=CNC2=CC(=C1)F)C(=O)N1CCCCC1)F 7-(difluoromethoxy)-2-(6-fluoro-1H-indol-4-yl)-4-(piperidine-1-carbonyl)isoquinolin-1(2H)-one